Hydroxybutanoyl-CoA OCCCC(=O)SCCNC(CCNC([C@@H](C(COP(OP(OC[C@@H]1[C@H]([C@H]([C@@H](O1)N1C=NC=2C(N)=NC=NC12)O)OP(=O)(O)O)(=O)O)(=O)O)(C)C)O)=O)=O